COC=1C=C(C=C(C1)OC)N(C=1C=C2N=C(C=NC2=CC1)C=1C=NN(C1)C)CCCN1CCNCC1 N-(3,5-Dimethoxyphenyl)-3-(1-methylpyrazol-4-yl)-N-(3-piperazin-1-ylpropyl)quinoxalin-6-amine